cis-4-nonene CCC\C=C/CCCC